ClC1=C(C=CC(=C1)C(F)(F)F)NC(=O)C1(CCC1)N1N=CC(=C1)C1CCN(CC1)C1CN(C1)C1CN(C1)C(=O)OC(C)(C)C tert-butyl 3-(4-(1-(1-((2-chloro-4-(trifluoromethyl)phenyl) carbamoyl)cyclobutyl)-1H-pyrazol-4-yl) piperidin-1-yl)-[1,3'-biazetidine]-1'-carboxylate